BrC1=CC(=C(CCNC(=O)C2=C(CCC2)C(=O)OCC)C=C1OC)OC Ethyl 2-((4-bromo-2,5-dimethoxyphenethyl)carbamoyl)cyclopent-1-ene-1-carboxylate